1λ2,3λ2,7λ2-triazaspiro[4.4]nonane [N]1C[N]CC12C[N]CC2